C(C=C)(=O)O.C(C=C)(=O)O.C(C=C)(=O)O.C(C=C)(=O)O.C(O)C(CC)(CO)CO.C(O)C(CC)(CO)CO Ditrimethylolpropane tetra-acrylate